3-((benzyloxy)methyl)azetidine C(C1=CC=CC=C1)OCC1CNC1